CC1=CC=C(C=C1)S(=O)(=O)O.FC1=C(/C=C/C2CNC2)C=CC(=C1)C (E)-3-(2-fluoro-4-methylstyryl)azetidine 4-methylbenzenesulfonate